(4-(3-hydroxyoxetan-3-yl)phenyl)(4-((6-(trifluoromethyl)pyridazin-3-yl)oxy)piperidin-1-yl)methanone OC1(COC1)C1=CC=C(C=C1)C(=O)N1CCC(CC1)OC=1N=NC(=CC1)C(F)(F)F